C[C@@H]1CN(CCN1CC1CCOCC1)CC1=CC=2N(C=C1)N=CC2N2C(NC(CC2)=O)=O (R)-1-(5-((3-methyl-4-((tetrahydro-2H-pyran-4-yl)methyl)piperazin-1-yl)methyl)pyrazolo[1,5-a]pyridin-3-yl)dihydropyrimidine-2,4(1H,3H)-dione